C(#N)C=1C=NN2C1C(=CC(=C2)OCC(C)(C)O)C=2C=CC(=NC2)N2[C@@H]1CC3CC(C[C@@H]2C3)(C1)NC(C1=CN=C(C=C1)OC)=O N-((1R,3S,5s,7s)-2-(5-(3-cyano-6-(2-hydroxy-2-methylpropoxy)pyrazolo[1,5-a]pyridin-4-yl)pyridin-2-yl)-2-azaadamantan-5-yl)-6-methoxynicotinamide